CN1C(C(C2=CC=CC=C12)(C)C)CC=O 2-(1',3',3'-trimethyl-2-indolinyl)-acetaldehyde